ethyl 3-(4-fluorophenyl)-1H-pyrazole-5-carboxylate FC1=CC=C(C=C1)C1=NNC(=C1)C(=O)OCC